C(C1=CC=CC=C1)(=O)NN=CC=CC1=CC=CC=C1 Cinnamaldehyde benzoyl hydrazone